4-((2-((2-azaspiro[3.3]hept-2-yl)methyl)-6-fluorobenzyl)amino)-2,6-difluoro-N-(thiazol-4-yl)benzenesulfonamide formate C(=O)O.C1N(CC12CCC2)CC2=C(CNC1=CC(=C(C(=C1)F)S(=O)(=O)NC=1N=CSC1)F)C(=CC=C2)F